1-Bromo-2-fluoro-5-iodo-4-nitrobenzene BrC1=C(C=C(C(=C1)I)[N+](=O)[O-])F